6-[2-(3,4-Difluoro-2-methyl-phenoxy)-4-methyl-5-(trifluoromethyl)-3-pyridinyl]-4-oxo-1H-pyridine-3-carboxamide FC=1C(=C(OC2=NC=C(C(=C2C2=CC(C(=CN2)C(=O)N)=O)C)C(F)(F)F)C=CC1F)C